(Z)-(3,3-Dimethyl)-cyclohexylideneacetaldehyde CC1(CCC/C(=C/C=O)/C1)C